4-((cis)-2,6-dimethylmorpholino)-1,3-dihydrofuro[3,4-c]pyridine C[C@@H]1O[C@@H](CN(C1)C1=NC=CC2=C1COC2)C